[N+](=O)([O-])C1=CC=C(OC2=C(OP(=O)=N[C@H](C(=O)OC(C)C)C)C=CC=C2)C=C1 (2S)-Isopropyl 2-((4-Nitrophenoxy)(Phenoxy)Phosphorylamino)Propanoate